(R)-alpha-methyl-2-pyridinemethanol C[C@@H](O)C1=NC=CC=C1